N-((R)-1-((1s,3S)-3-aminocyclobutane-1-carboxamido)propan-2-yl)-4-((3-(1-(cyanomethyl)-3-(trifluoromethyl)-1H-pyrazol-4-yl)imidazo[1,2-a]pyrazin-8-yl)amino)-2-fluoro-6-methylbenzamide NC1CC(C1)C(=O)NC[C@@H](C)NC(C1=C(C=C(C=C1C)NC=1C=2N(C=CN1)C(=CN2)C=2C(=NN(C2)CC#N)C(F)(F)F)F)=O